2,3-dibromo-1-butanol BrC(CO)C(C)Br